COC1=CC(=C(C(=O)O)C=C1OC)[Se]C1=NC(=CC(=N1)OC)OC 4,5-dimethoxy-2-((4,6-dimethoxy-pyrimidin-2-yl)seleno)benzoic acid